FC=1C=C(C=CC1OC)S(=O)(=O)N 3-fluoro-4-methoxybenzenesulfonamide